ClC1=C(CCC=2C=C3CCC(C3=CC2)N2CCC(CC2)C(=O)O)C=CC=C1 1-(5-(2-chlorophenethyl)-2,3-dihydro-1H-inden-1-yl)piperidine-4-carboxylic acid